ClC=1C=C(C=NC1N1N=NC=C1)N 5-chloro-6-(1,2,3-triazol-1-yl)pyridin-3-amine